[Ni].CC(C(C)=N)=N butane-2,3-diimine nickel